((dimethylamino)(morpholino)methylene)-1H-benzotriazolium CN(C)C(N1CCOCC1)=[N+]1N=NC2=C1C=CC=C2